FC(C=1C(=C(C=CC1)[C@@H](C)NC=1C2=C(N=CN1)N(C(C(=C2)C2CCS(CC2)(=O)=O)=O)OC)F)F 4-(4-{[(1R)-1-[3-(difluoromethyl)-2-fluorophenyl]ethyl]amino}-8-methoxy-7-oxo-7H,8H-pyrido[2,3-d]pyrimidin-6-yl)-1λ6-thiane-1,1-dione